5-bromo-5-cyclopropyl-N3,N3-bis(2,4-dimethoxybenzyl)-N1-methyl-2-nitrobenzene-1,3-diamine BrC1(CC(=C(C(=C1)NC)[N+](=O)[O-])N(CC1=C(C=C(C=C1)OC)OC)CC1=C(C=C(C=C1)OC)OC)C1CC1